O.C(C)(=O)[O-].[La+3].C(C)(=O)[O-].C(C)(=O)[O-] Lanthanum(III) acetate hydrate